[Na].[Li] lithium, sodium salt